2-([5-[3-(2,2-Dimethylpropoxy)phenyl]-1-(quinolin-8-yl)-1H-pyrazol-3-yl]methoxy)-2-methylpropanoic acid CC(COC=1C=C(C=CC1)C1=CC(=NN1C=1C=CC=C2C=CC=NC12)COC(C(=O)O)(C)C)(C)C